3-(3-(2,4-difluorophenyl)-4-oxo-3,4-dihydrophthalazin-1-yl)-N-(2-hydroxyethyl)benzenesulfonamide FC1=C(C=CC(=C1)F)N1N=C(C2=CC=CC=C2C1=O)C=1C=C(C=CC1)S(=O)(=O)NCCO